3-(2-Carboxy-5-oxo-5-((pivaloyloxy)amino)pentyl)benzoic acid C(=O)(O)C(CC=1C=C(C(=O)O)C=CC1)CCC(NOC(C(C)(C)C)=O)=O